9-((1-((benzyloxy)carbonyl)piperidin-4-yl)methyl)-3,9-diazaspiro[5.5]undecan-3-carboxylate C(C1=CC=CC=C1)OC(=O)N1CCC(CC1)CN1CCC2(CCN(CC2)C(=O)[O-])CC1